C(=O)(OCC1C2=CC=CC=C2C2=CC=CC=C12)N[C@@H](CC1=CC(=C(C(=C1)Br)O)Br)C(=O)O Fmoc-3,5-Dibromotyrosine